ClC=1C=C(C=CC1Cl)NC(=O)[C@@H]1[C@H]2C[C@@H]([C@@H]([C@@H]1C1=CC(=NC=C1)C)O2)O |r| rac-(1R,2S,3S,4R,5S)-N-(3,4-dichlorophenyl)-5-hydroxy-3-(2-methylpyridin-4-yl)-7-oxabicyclo[2.2.1]heptane-2-carboxamide